4-(BENZYLOXY)-6-FLUORO-1H-INDOLE-2-CARBALDEHYDE C(C1=CC=CC=C1)OC1=C2C=C(NC2=CC(=C1)F)C=O